2-(acetylamino)-2-deoxy-D-gluconic acid C(C)(=O)N[C@@H](C(=O)O)[C@@H](O)[C@H](O)[C@H](O)CO